Stearylphosphat C(CCCCCCCCCCCCCCCCC)OP(=O)([O-])[O-]